[P+3].[O-2].[Zr+4].[Fe+2] iron-zirconium oxide phosphorus